Cobalt Sulphate S(=O)(=O)([O-])[O-].[Co+2]